1,3-bis(2-chloro-1-methylethyl)-5-tert-butylbenzene ClCC(C)C1=CC(=CC(=C1)C(C)(C)C)C(CCl)C